COCC=1C=C(C(OC1C(C)CCC)=O)C (7R)-5-(methoxymethyl)-3-methyl-6-(pentan-2-yl)-2H-pyran-2-one